(S)-3-(4-(6-chloro-3-cyclopropyl-2-oxo-2,3-dihydro-1H-benzo[d]imidazol-1-yl)phenyl)-2-(2,6-dichlorobenzoylamino)propionic acid ClC=1C=CC2=C(N(C(N2C2CC2)=O)C2=CC=C(C=C2)C[C@@H](C(=O)O)NC(C2=C(C=CC=C2Cl)Cl)=O)C1